N-[3-chloro-4-(4-piperidylmethylcarbamoyl)phenyl]-5-(2,3-difluoro-4-methoxyphenyl)-1-methyl-imidazole-2-carboxamide ClC=1C=C(C=CC1C(NCC1CCNCC1)=O)NC(=O)C=1N(C(=CN1)C1=C(C(=C(C=C1)OC)F)F)C